OCC1=NC=2C(=C3C(=NC2)N(C=C3)S(=O)(=O)C3=CC=C(C)C=C3)N1N1CCC(CC1)CC#N (1-(2-(hydroxymethyl)-6-p-toluenesulfonylimidazo[4,5-d]pyrrolo[2,3-b]pyridin-1(6H)-yl)piperidin-4-yl)acetonitrile